4'-(5-benzyl-2,6-dioxo-1,2,3,6-tetrahydropyrimidin-4-yl)-2-chloro-N,N-dimethyl-2',3',4',5'-tetrahydro-[1,1'-biphenyl]-4-sulfonamide C(C1=CC=CC=C1)C1=C(NC(NC1=O)=O)C1CCC(=CC1)C1=C(C=C(C=C1)S(=O)(=O)N(C)C)Cl